(2,4-dicumylphenyl)pentaerythritol diphosphite OP(O)OP(O)O.C(C)(C)(C1=CC=CC=C1)C1=C(C=CC(=C1)C(C)(C)C1=CC=CC=C1)C(O)C(CO)(CO)CO